C[Si]1(CC(CC1)NC(=O)C1=CC2=C(N=C(S2)OC)N1)C N-(1,1-dimethylsilolan-3-yl)-2-methoxy-4H-pyrrolo[2,3-d]thiazole-5-carboxamide